COC=1C=C(N=NC1OC)C1=CC=C(C=C1)CN[C@@H]1C[C@@H]([C@@H](C1)O)N(C=1C2=C(N=CN1)SC(=C2)CC(F)(F)F)C (1R,2S,4R)-4-({[4-(5,6-dimethoxypyridazin-3-yl)phenyl]methyl}amino)-2-{methyl-[6-(2,2,2-trifluoroethyl)thieno[2,3-d]pyrimidin-4-yl]amino}cyclopentan-1-ol